C(CCC)C1=CC=CC=2NC3=CC=CC=C3C12 4-butylcarbazole